N1=CC=C2N1CCCC2COC2=NN=C(S2)N 5-(4h,5h,6h,7h-pyrazolo(1,5-a)pyridin-4-ylmethoxy)-1,3,4-thiadiazol-2-amine